C1(CCCC1)N1C(C=CC(=C1)C1=NC(=NC=C1)NC1=CC=C(C=C1)S(=O)(=O)C)=O cyclopentyl-5-(2-(4-(methylsulfonyl)phenyl)aminopyrimidin-4-yl)-pyridin-2(1H)-one